p-((diiodomethyl)sulfonyl)toluene bis(1,2,2,6,6-pentamethyl-4-piperidinyl)malonate CN1C(CC(CC1(C)C)C(C(=O)O)(C(=O)O)C1CC(N(C(C1)(C)C)C)(C)C)(C)C.IC(S(=O)(=O)C1=CC=C(C)C=C1)I